Benzyl 2-((3aR)-3-oxo-3a-(3-phenylpropyl)-3,3a,4,5,6,7-hexahydro-1H-cyclohepta[c]furan-1-yl)acetate O=C1[C@@]2(C(C(O1)CC(=O)OCC1=CC=CC=C1)=CCCCC2)CCCC2=CC=CC=C2